4-(5-(benzyloxy)-2-(5-methyl-1H-pyrazol-3-yl)pyrazolo[1,5-a]pyrimidin-7-yl)morpholine C(C1=CC=CC=C1)OC1=NC=2N(C(=C1)N1CCOCC1)N=C(C2)C2=NNC(=C2)C